(6-(2-methylcyclopropyl)imidazo[1,2-a]pyrimidin-2-yl)methanone CC1C(C1)C=1C=NC=2N(C1)C=C(N2)C=O